FC(C=1C(=C(C=CC1)[C@@H](C)NC=1C=2C(N=C(N1)C)=C(C(N(C2)N2CCOCC2)=O)OCC2(COC2)C)F)F (R)-4-((1-(3-(difluoromethyl)-2-fluorophenyl)ethyl)amino)-2-methyl-8-((3-methyloxetan-3-yl)methoxy)-6-morpholinylpyrido[4,3-d]pyrimidin-7(6H)-one